trimethylolpropaneol C(O)C(CCO)(CO)CO